(R)-2-((4-chloro-3-fluorophenoxy)methyl)oxirane ClC1=C(C=C(OC[C@@H]2OC2)C=C1)F